5-amino-3-(4-phenoxyphenyl)-1H-pyrazole-4-carboxamide NC1=C(C(=NN1)C1=CC=C(C=C1)OC1=CC=CC=C1)C(=O)N